ClC=1C=CC2=C(CC(CC=3N2C(=NN3)C3CCN(CC3)C3CCOCC3)OC)C1 8-chloro-5-methoxy-1-[1-(tetrahydro-2H-pyran-4-yl)piperidin-4-yl]-5,6-dihydro-4H-[1,2,4]triazolo[4,3-a][1]benzazepine